[N+](=O)([O-])C1=CC=C(C=C1)N1CCN(CC1)C1CCC(CC1)NC1C(NC(CC1)=O)=O 3-[[4-[4-(4-nitrophenyl)piperazin-1-yl]cyclohexyl]amino]piperidine-2,6-dione